2-[(4-bromo-7-methoxypyrrolo[2,3-c]pyridin-1-yl)methoxy]ethyl-trimethylsilane BrC1=C2C(=C(N=C1)OC)N(C=C2)COCC[Si](C)(C)C